Non-6-ene-7-carbonitrile CCCCCC=C(CC)C#N